2-[(2,4-difluorophenoxy)methyl]-4-{[(2S,4S)-2-methylpiperidin-4-yl]oxy}pyrimidine FC1=C(OCC2=NC=CC(=N2)O[C@@H]2C[C@@H](NCC2)C)C=CC(=C1)F